[Ru](Cl)Cl.C1(=CC=CC=C1)C(P(C1CCCCC1)(C1CCCCC1)C1CCCCC1)P(C1CCCCC1)(C1CCCCC1)C1CCCCC1 phenyl-methylenebis(tricyclohexylphosphine) ruthenium dichloride